OC(CNC(OC1CCCCC1)=O)(C(C)C)C cyclohexyl (2-hydroxy-2,3-dimethylbutyl)carbamate